BrC=1C=CC2=C(C(=C(O2)C(=O)OCC)COC2=C(C=CC(=C2)OC)CC(=O)OCC)C1 ethyl 5-bromo-3-((2-(2-ethoxy-2-oxoethyl)-5-methoxyphenoxy)methyl)benzofuran-2-carboxylate